Cl.N[C@H](C(=O)O)CC1CC=C(CC1)C1=NC(=NC(=C1)O[C@@H](C(F)(F)F)C1=CC=C(C=C1)C1=CC(=CC=C1)OC)N (2S)-2-amino-3-(4-(2-amino-6-((R)-2,2,2-trifluoro-1-(3'-methoxy-[1,1'-biphenyl]-4-yl)ethoxy)pyrimidine-4-yl)cyclohex-3-ene-1-yl)propionic acid hydrochloride